racemic-1,5-dichloro-2,3-dihydro-1H-indene Cl[C@@H]1CCC2=CC(=CC=C12)Cl |r|